CN1C(=NC=C1C=1C=C2C=C(N=CC2=CC1)NC(=O)[C@H]1CN(CCC1)CC(C)C)C (R)-N-(6-(1,2-dimethyl-1H-imidazol-5-yl)isoquinolin-3-yl)-1-isobutylpiperidine-3-carboxamide